Cl.CONC N-methoxymethanamine hydrochloride